F[B-](F)(F)F.C[S+](SC)C dimethyl(methylthio)-sulfonium tetrafluoroborate